CN1N=CC=C1C(=O)N[C@H](C(NC1=CC=C(C=C1)C1=C(C=NC=C1)CC(N1CCCC1)=O)=O)C1CCC(CC1)C 1-methyl-N-((S)-1-((1r,4S)-4-methylcyclohexyl)-2-oxo-2-((4-(3-(2-oxo-2-(pyrrolidin-1-yl)ethyl)pyridin-4-yl)phenyl)amino)ethyl)-1H-pyrazole-5-carboxamide